2-pyrimidinyl-pyrazolopyridine N1=C(N=CC=C1)N1N=C2C=CC=NC2=C1